1-(2-fluoroethyl)-4-[[4-(trifluoromethyl)phenyl]methyl]indole-3-carboxylic acid FCCN1C=C(C2=C(C=CC=C12)CC1=CC=C(C=C1)C(F)(F)F)C(=O)O